4-methyl-7-coumarinamide HCl Cl.CC1=CC(OC2=CC(=CC=C12)C(=O)N)=O